2-aminocarbonyl-phenylboronic acid NC(=O)C1=C(C=CC=C1)B(O)O